(Z)-3-(3-(3,5-bis(trifluoromethyl)phenyl)-1H-1,2,4-triazol-1-yl)-1-(2,6-diazaspiro[3.3]heptan-2-yl)prop-2-en-1-one FC(C=1C=C(C=C(C1)C(F)(F)F)C1=NN(C=N1)\C=C/C(=O)N1CC2(C1)CNC2)(F)F